C1([C@H](O)[C@H](O)[C@H](O1)CO)C(=O)O D-ribofuranonic acid